[Si](C)(C)(C(C)(C)C)OC[C@@H]1[C@H]([C@H]([C@@H](O1)N1C=NC=2C(=O)NC(N)=NC12)O)O 5'-O-tert-butyldimethylsilyl-guanosine